C12(CC(C1)C2)N2C(C(=CC1=C2N=C(N=C1)NC1CCN(CC1)S(=O)(=O)C)C#N)=O 8-(bicyclo[1.1.1]pentan-1-yl)-2-((1-(methylsulfonyl)piperidin-4-yl)amino)-7-oxo-7,8-dihydropyrido[2,3-d]pyrimidine-6-carbonitrile